tert-butyl N-[(3R)-7-[[(2,2-difluoromorpholine-4-carbonyl)amino]carbamoyl]-4-oxo-5-[(4-phenoxyphenyl)methyl]-2,3-dihydro-1,5-benzothiazepin-3-yl]carbamate FC1(CN(CCO1)C(=O)NNC(=O)C=1C=CC2=C(N(C([C@H](CS2)NC(OC(C)(C)C)=O)=O)CC2=CC=C(C=C2)OC2=CC=CC=C2)C1)F